BrC1=CC(=C(C=C1)C1=C(C=C(N)C=C1)F)F 4-(4-bromo-2-fluorophenyl)-3-fluoroaniline